Benzo[d]imidazole-4-carbaldehyde N1=CNC2=C1C=CC=C2C=O